C(C)(=O)N1CCC(CC1)C1C(C(N(CC1)CCN1C=CC=C1)C)COC1=CC=C2CNC(C2=C1)=O (+/-)-6-{[(trans)-4-(1-acetylpiperidin-4-yl)-2-methyl-1-[2-(1H-pyrrol-1-yl)ethyl]Piperidin-3-yl]Methoxy}-2,3-dihydro-1H-isoindol-1-one